ClC=1C(=C2C=NNC2=C(C1F)C1=CN=C(N1)C)C=1N=CC=2N(C1)C=C(N2)NC(=O)[C@H]2[C@H](C2)F (1S,2S)-N-(6-(5-chloro-6-fluoro-7-(2-methyl-1H-imidazol-5-yl)-1H-indazol-4-yl)imidazo[1,2-a]pyrazin-2-yl)-2-fluorocyclopropane-1-carboxamide